(3R,5S)-5-(1-acetoxy-2,2,2-trifluoroethyl)tetrahydrofuran-2,3-diyl diacetate C(C)(=O)OC1O[C@@H](C[C@H]1OC(C)=O)C(C(F)(F)F)OC(C)=O